dihydroxyethyl-lauric acid amide OC(CC(C(=O)N)CCCCCCCCCC)O